3-(9-Acetyloxy-nonanoyl)-5-chloro-1H-indole-2-carboxylic acid ethyl ester C(C)OC(=O)C=1NC2=CC=C(C=C2C1C(CCCCCCCCOC(C)=O)=O)Cl